COC(=O)N1CCC2=C(CC1)N=CN2C2=C(C=C(C(=C2)C(=O)N2CCC(CC2)C2=CC=C(C=C2)C#N)C)C (5-(4-(4-cyanophenyl)piperidine-1-carbonyl)-2,4-dimethylphenyl)-4,5,7,8-tetrahydroimidazo[4,5-d]Azepine-6(1H)-carboxylic acid methyl ester